(4-chloro-3-methylbenzofuran-2-yl)(phenyl)methanone ClC1=CC=CC2=C1C(=C(O2)C(=O)C2=CC=CC=C2)C